CC1(OB(OC1(C)C)/C=C/[C@H]1N(CCC1)C(=O)OC(C)(C)C)C tert-butyl (S,E)-2-(2-(4,4,5,5-tetramethyl-1,3,2-dioxaborolan-2-yl)vinyl)pyrrolidine-1-carboxylate